4-(Trifluoromethoxy)-phenylboronic acid FC(OC1=CC=C(C=C1)B(O)O)(F)F